C(C1=CC=CC=C1)OC1=CC(=C(C(=C1NC(C(F)(F)F)=O)F)CC1OC1)Br N-{6-(benzyloxy)-4-bromo-2-fluoro-3-[(oxiran-2-yl)methyl]phenyl}-2,2,2-trifluoroacetamide